C(C1=CC=CC=C1)C1=C(C(NC2=CC=C(C=C12)Cl)=O)C=1CC(N(N1)C(CCC(=O)O)=O)C1=CC=C(C=C1)C1=CC=C(C=C1)OC 4-[5-(4-benzyl-6-chloro-2-oxo-1H-quinolin-3-yl)-3-[4-(4-methoxyphenyl)phenyl]-3,4-dihydropyrazol-2-yl]-4-oxo-butanoic acid